4-amino-1-[(2R,3S,4R,5R)-4-[(tert-butyldimethylsilyl)oxy]-5-[[(tert-butyldimethylsilyl)oxy]methyl]-5-ethenyl-3-fluorooxolan-2-yl]-5-fluoropyrimidin-2-one NC1=NC(N(C=C1F)[C@@H]1O[C@]([C@H]([C@@H]1F)O[Si](C)(C)C(C)(C)C)(C=C)CO[Si](C)(C)C(C)(C)C)=O